4-(7-bromo-2,6-dichloro-8-fluoroquinazoline-4-yl)-6-methyl-1,4-oxazepan-6-ol BrC1=C(C=C2C(=NC(=NC2=C1F)Cl)N1CCOCC(C1)(O)C)Cl